Diethylen glycol butylmethyl ether C(CCC)COCCOCCO